N-(2'-(4,4-difluorocyclohexyl)-[2,4'-bipyridine]-3'-yl)-5,6-difluoronicotinamide FC1(CCC(CC1)C1=NC=CC(=C1NC(C1=CN=C(C(=C1)F)F)=O)C1=NC=CC=C1)F